pyridyl thiocyanate N1=C(C=CC=C1)SC#N